Ethyl 2-(4-(3-(2-azidoethoxy)phenyl)-3-phenyl-1H-pyrrol-2-yl)-2-oxoacetate N(=[N+]=[N-])CCOC=1C=C(C=CC1)C=1C(=C(NC1)C(C(=O)OCC)=O)C1=CC=CC=C1